CN(C(OC(C)(C)C)=O)[C@H]1COC[C@H](C1)OC=1C=2N(C=C(N1)C=1C=NN(C1)C)N=CC2 |r| rac-tert-butyl methyl((3R,5S)-5-((6-(1-methyl-1H-pyrazol-4-yl)pyrazolo[1,5-a]pyrazin-4-yl)oxy)tetrahydro-2H-pyran-3-yl)carbamate